OCCNC(=O)C=1N=NN(C1)C1CCN(CC1)C(CC1=NON=C1C)=O N-(2-hydroxyethyl)-1-(1-(2-(4-methyl-1,2,5-oxadiazol-3-yl)acetyl)piperidin-4-yl)-1H-1,2,3-triazole-4-carboxamide